The molecule is a hydroxyflavan that is (2S)-flavan substituted by hydroxy groups at positions 7 and 3', a methoxy group at position 4' and a methyl group at position 8. It has a role as a plant metabolite. It is a hydroxyflavan and a methoxyflavan. It derives from a hydride of a (2S)-flavan. CC1=C(C=CC2=C1O[C@@H](CC2)C3=CC(=C(C=C3)OC)O)O